[PH4+].COC1=NC=C(C(=N1)OC)Br 2,4-dimethoxy-5-bromopyrimidine Phosphonium